FC(F)(F)C=CC(F)(F)F trifluoromethyl-3,3,3-trifluoro-1-propene